[Na].OC1=C(C(=O)C2=CC=C(C=C2)C)C=CC(=C1)OC 2-hydroxy-4-methoxy-4'-methyl-benzophenone sodium